ClC1=C(O[C@H](C(=O)NC(C(=O)N)CC(C)(C)C)C)C=CC(=C1)Cl 2-((S)-2-(2,4-dichlorophenoxy)propanamido)-4,4-dimethylpentanamid